4-formyl-2-methoxybenzoic Acid C(=O)C1=CC(=C(C(=O)O)C=C1)OC